FC1=C2C=CC=NC2=CC(=C1)[N+](=O)[O-] 5-fluoro-7-nitroquinoline